8-(5-(((5-fluoro-2,3-dihydrobenzofuran-4-yl)methyl)amino)-[1,2,4]triazolo[4,3-c]pyrimidin-8-yl)imidazo[1,2-a]pyridine-3-carbonitrile FC=1C=CC2=C(CCO2)C1CNC1=NC=C(C=2N1C=NN2)C=2C=1N(C=CC2)C(=CN1)C#N